ethyl 2-(4-(cyclopropylmethyl)-2-methoxyphenyl)acetate C1(CC1)CC1=CC(=C(C=C1)CC(=O)OCC)OC